NC1=C(C(=NC=N1)NCC1C(CN(CC1)C(=O)OCC1=CC=CC=C1)O)C1=CC=C(C=C1)OC1=CC=CC=C1 benzyl 4-(((6-amino-5-(4-phenoxyphenyl) pyrimidin-4-yl) amino) methyl)-3-hydroxypiperidine-1-carboxylate